BrCC(=O)O[C@H]1CC[C@@]2([C@H]3CC[C@@]4([C@H](CC[C@H]4[C@@H]3CC=C2C1)[C@H](C)CCCC(C)C)C)C (3S,8S,9S,10R,13R,14S,17R)-10,13-dimethyl-17-((R)-6-methylheptan-2-yl)-2,3,4,7,8,9,10,11,12,13,14,15,16,17-tetradecahydro-1H-cyclopenta[a]phenanthren-3-yl 2-bromoacetate